glutaric acid dihydrazide C(CCCC(=O)NN)(=O)NN